(S)-N-(5-((6-(1-methyl-1H-1,2,3-triazol-4-yl)-3-nitropyridin-2-yl)amino)-2,3-dihydro-1H-inden-1-yl)acetamide CN1N=NC(=C1)C1=CC=C(C(=N1)NC=1C=C2CC[C@@H](C2=CC1)NC(C)=O)[N+](=O)[O-]